(2S,3R,4R,5S,6R)-2-(4-chloro-5-(4-ethylbenzyl)-2-(2-(2,2,2-trifluoroethoxy)ethoxy)phenyl)-6-(hydroxymethyl)tetrahydro-2H-pyran-3,4,5-triol ClC1=CC(=C(C=C1CC1=CC=C(C=C1)CC)[C@@H]1O[C@@H]([C@H]([C@@H]([C@H]1O)O)O)CO)OCCOCC(F)(F)F